4-(1-methyl-1H-imidazol-5-yl)-N-(4-methylcyclohexyl)pyrimidine-2-carboxamide ethyl-(2S)-2-(((benzyloxy)carbonyl)amino)-2-(tetrahydrofuran-3-yl)acetate C(C)OC([C@H](C1COCC1)NC(=O)OCC1=CC=CC=C1)=O.CN1C=NC=C1C1=NC(=NC=C1)C(=O)NC1CCC(CC1)C